tris(2-(1H-pyrazol-1-yl)pyridine) cobalt [Co].N1(N=CC=C1)C1=NC=CC=C1.N1(N=CC=C1)C1=NC=CC=C1.N1(N=CC=C1)C1=NC=CC=C1